Magnesium iron aluminum [Al].[Fe].[Mg]